tert-butyl 4-(4-((5-((2-bromo-6-chlorophenyl)carbamoyl)-4-methoxypyrimidin-2-yl)amino)-2-methylphenyl)-1,4-diazepane-1-carboxylate BrC1=C(C(=CC=C1)Cl)NC(=O)C=1C(=NC(=NC1)NC1=CC(=C(C=C1)N1CCN(CCC1)C(=O)OC(C)(C)C)C)OC